diperoxy-sebacic acid C(CCCCCCCCC(=O)OO)(=O)OO